methyl 4-bromo-3-hydroxy-butyrate BrCC(CC(=O)OC)O